N,N-dibenzyl-2-cyclopropylpent-4-enamide C(C1=CC=CC=C1)N(C(C(CC=C)C1CC1)=O)CC1=CC=CC=C1